C(C)OC(=O)C=1N=C(SC1C)Br 2-bromo-5-methylthiazole-4-carboxylic acid ethyl ester